C1(=CC=C(C=C1)C1=CC=C2C(=N1)C=C(S2)C(=O)O)C2=CC=CC=C2 5-([1,1'-biphenyl]-4-yl)thieno[3,2-b]pyridine-2-carboxylic acid